C(C)N1C2=CC=CC=C2C=2C=C(C=CC12)C=NCCCCCCCC/N=C/C=1C=CC=2N(C3=CC=CC=C3C2C1)CC 1-(9-ethyl-9H-carbazol-3-yl)-N-(8-(((E)-(9-ethyl-9H-carbazol-3-yl)methylene)amino)octyl)methanimine